C(=O)O.C(#N)C=1C(=NC=C(C1C1=CC(=C(C=C1)C#N)F)C1=CC(=C(C=C1)OC)O)N1CCC(CC1)NC(C1=CC=C(C=C1)\C=C\C(=O)NO)=O (E)-N-(1-(3-Cyano-4-(4-cyano-3-fluorophenyl)-5-(3-hydroxy-4-methoxyphenyl)pyridin-2-yl)piperidin-4-yl)-4-(3-(hydroxyamino)-3-oxoprop-1-en-1-yl)benzamide formate